(S)-N-(4-((4-(4-Aminopyrimidin-2-yl)-1-methyl-1H-pyrazol-5-yl)oxy)butan-2-yl)-6'-chloro-3-fluoro-5-(piperidin-1-ylmethyl)-[2,3'-bipyridin]-4'-amine NC1=NC(=NC=C1)C=1C=NN(C1OCC[C@H](C)NC1=C(C=NC(=C1)Cl)C1=NC=C(C=C1F)CN1CCCCC1)C